2-cyclopropyl-6-nitrobenzo[d]thiazol-5-ol C1(CC1)C=1SC2=C(N1)C=C(C(=C2)[N+](=O)[O-])O